1-(tetrahydro-2H-pyran-2-yl)-1H-pyrazole-5-carboxamide O1C(CCCC1)N1N=CC=C1C(=O)N